(R)-3-(4-fluorophenyl)-1-(1-(6,7-difluoro-3-methyl-4-oxo-3,4-dihydrophthalazin-1-yl)ethyl)-1-(3-hydroxypropyl)urea FC1=CC=C(C=C1)NC(N(CCCO)[C@H](C)C1=NN(C(C2=CC(=C(C=C12)F)F)=O)C)=O